5-ethyl-N'-isonicotinoylpicolinohydrazide hydrogen chloride Cl.C(C)C=1C=CC(=NC1)C(=O)NNC(C1=CC=NC=C1)=O